2-(6-fluoro-1-oxo-spiro[3H-isoquinolin-4,1'-cyclopropan]-2-yl)acetic acid FC=1C=C2C(=CC1)C(N(CC21CC1)CC(=O)O)=O